CC1CC(C1)(C1=NN=CN1C)C=1C=C(C=CC1)NC(=O)C=1C(N(C=C(C1)CN1C[C@H](CCC1)C)CC=C)=O N-[3-[3-methyl-1-(4-methyl-1,2,4-triazol-3-yl)cyclobutyl]phenyl]-5-[[(3S)-3-methylpiperidin-1-yl]methyl]-2-oxo-1-prop-2-enylpyridine-3-carboxamide